propyl-(benzyl)methoxyethoxysilane Tert-Butyl-4-(3-Nitrophenyl)Piperazine-1-Carboxylate C(C)(C)(C)OC(=O)N1CCN(CC1)C1=CC(=CC=C1)[N+](=O)[O-].C(CC)[SiH](OCCOC)CC1=CC=CC=C1